4-{[(2-hydroxyethyl)dioxy-lambda6-thio]amino}-5-nitro-2-(6-azaspiro[2.5]oct-6-yl)benzoic acid OCCOO[SH4]NC1=CC(=C(C(=O)O)C=C1[N+](=O)[O-])N1CCC2(CC2)CC1